3-(2-methylphenyl)-1,2-oxazol CC1=C(C=CC=C1)C1=NOC=C1